[C@@H]12OC[C@@H](N(C1)[C@@H]1[C@@H](CN(CC1)C1=CC=C(C(=N1)OCCCN)[N+](=O)[O-])F)C2 3-((6-((3R,4S)-4-((1S,4S)-2-oxa-5-azabicyclo[2.2.1]hept-5-yl)-3-fluoropiperidin-1-yl)-3-nitropyridin-2-yl)oxy)propan-1-amine